2-[cyano(2,6-difluoropyridin-4-yl)amino]-N-hexyl-5-methylthiazole-4-carboxamide C(#N)N(C=1SC(=C(N1)C(=O)NCCCCCC)C)C1=CC(=NC(=C1)F)F